3-(((1H-pyrazol-3-yl)methyl)(tert-butoxycarbonyl)amino)propyl 4-methylbenzenesulfonate CC1=CC=C(C=C1)S(=O)(=O)OCCCN(C(=O)OC(C)(C)C)CC1=NNC=C1